Ethyl 2-hydroxy-4-(2-((5-methoxy-1H-benzo[d]imidazol-2-yl)thio)acetamido)benzoate OC1=C(C(=O)OCC)C=CC(=C1)NC(CSC1=NC2=C(N1)C=CC(=C2)OC)=O